N-(1-(4-(trifluoromethyl)phenyl)-1,2,3,4-tetrahydro-1,7-naphthyridin-3-yl)acrylamide FC(C1=CC=C(C=C1)N1CC(CC2=CC=NC=C12)NC(C=C)=O)(F)F